BrC1=CC(=C(C(=O)O)C=C1F)O[C@@H](C)CCC 4-Bromo-5-fluoro-2-[(2S)-pent-2-yloxy]benzoic acid